5,7,8,9-tetrahydropyrrolo[1,2-c][1,2,4]triazolo[1,5-a]pyrimidine-9-carboxamide N=1C=NN2C1N1C(=CC2)CCC1C(=O)N